OC1=CC(=CC(=N1)C(=O)OCC)OC Ethyl 6-hydroxy-4-methoxypicolinate